2,5,8,11,14-pentaoxahexadecan-16-yl 4-methylbenzenesulfonate CC1=CC=C(C=C1)S(=O)(=O)OCCOCCOCCOCCOCCOC